1-((1H-Indol-4-yl)methyl)-N5-((1R,5S,6r)-3-oxabicyclo[3.1.0]hexan-6-yl)-N3-methyl-1H-pyrazole-3,5-dicarboxamide N1C=CC2=C(C=CC=C12)CN1N=C(C=C1C(=O)NC1[C@H]2COC[C@@H]12)C(=O)NC